N1,N8-Diacetylspermidine CC(=O)NCCCCNCCCNC(=O)C